2,5-dimethyldichloroterephthalic acid CC1=C(C(=O)O)C(=C(C(=C1Cl)C(=O)O)C)Cl